C(C)(=O)OC1=C(C(=NN1C1=CC=CC=C1)C)C(C1=C(C=CC=C1)C)C=1OC2=C(C1NS(=O)(=O)C1=CC=C(C=C1)C)C=CC=C2 (+)-3-Methyl-4-((3-((4-methylphenyl)sulfonamido)benzofuran-2-yl)(o-tolyl)methyl)-1-phenyl-1H-pyrazol-5-yl acetate